N1(CCC1)C[C@@H](C(=O)O)C (S)-3-(azetidin-1-yl)-2-methylpropionic acid